3-(5-propylphenyl)-isoxazole C(CC)C=1C=CC=C(C1)C1=NOC=C1